isopropyl (2R,3S)-2-(((6-(5-fluoropyrimidin-2-yl)bicyclo[4.1.0]heptan-3-yl)oxy)methyl)-3-((trifluoromethyl)sulfonamido)piperidine-1-carboxylate FC=1C=NC(=NC1)C12CCC(CC2C1)OC[C@@H]1N(CCC[C@@H]1NS(=O)(=O)C(F)(F)F)C(=O)OC(C)C